CC(C)(CC)OC(=O)C1C2C=CC(C1)C2 2-methylbutan-2-ylbicyclo[2.2.1]hept-5-ene-2-carboxylate